ClC=1C=CC(=C(C=O)C1)C(F)(F)F 5-chloro-2-(trifluoromethyl)benzaldehyde